NC1=CC=C(C=C1)O L-4-aminophenol